CC1(CC1)NC(O[C@H]1CO[C@H](C1)C1=NN(C(=C1)NC=1C=2N(C=CN1)N=C(C2)C(=C)OC)C(C)(C)C)=O (3R,5R)-5-(1-(tert-butyl)-5-((2-(1-methoxyvinyl)pyrazolo[1,5-a]pyrazin-4-yl)amino)-1H-pyrazol-3-yl)tetrahydrofuran-3-yl (1-methylcyclopropyl)carbamate